2-(2-hydroxypropan-2-yl)-3,4-dioxan OC(C)(C)C1CCCOO1